2-(3,8-diazabicyclo[3.2.1]oct-3-yl)-N-(4,4-difluorocyclohexyl)benzo[d]thiazole-6-carboxamide C12CN(CC(CC1)N2)C=2SC1=C(N2)C=CC(=C1)C(=O)NC1CCC(CC1)(F)F